C1(CC1)N1C=C(C(C2=CC(=C(C(=C12)OC)N1CC(NCC1)C)F)=O)C(C=CC1=CC=C(C=C1)Cl)=O 1-cyclopropyl-6-fluoro-7-(3-methylpiperazin-1-yl)-3-(4-chlorocinnamoyl)-8-methoxyquinolin-4(1H)-one